C1(CC1)C1=CC2=C(C(=NN(C2=O)CC(=O)NC2=NC=CC=N2)CC)O1 2-{2-cyclopropyl-7-ethyl-4-oxo-4H,5H-furo[2,3-d]pyridazin-5-yl}-N-(pyrimidin-2-yl)acetamide